C(C)(C)(C)OC(=O)N1C[C@H](NCC1)CO (S)-3-(Hydroxymethyl)piperazine-1-carboxylic acid tert-butyl ester